NCCCCC(CCC)O[Si](OCCCC)(OCCCC)CCCN aminobutyl-aminopropyl-tributoxysilane